C12N(CC(NC1)CC2)C=2C=C1CN(C(C1=CC2)=O)C2C(NC(CC2)=O)=O 3-(5-(2,5-diazabicyclo[2.2.2]octan-2-yl)-1-oxoisoindolin-2-yl)piperidine-2,6-dione